CN(C)CC1CN(C1)C(=O)O[C@@H]1CC[C@H](CC1)C(N(C[C@@H]1CC[C@H](CC1)C1=CC(=C(C=C1)OC)C)C1=CC(=CC=C1)C=1C=NN(C1)C1CC1)=O trans-4-((3-(1-Cyclopropyl-1H-pyrazol-4-yl)phenyl)((trans-4-(4-methoxy-3-methylphenyl)cyclohexyl)methyl) carbamoyl)cyclohexyl 3-((dimethylamino)methyl)azetidine-1-carboxylate